CN(C=1C=C(C=CC1)C(=O)N1CCC2(C(N3[C@H](O2)CC[C@H]3C3=CC(=CC=C3)F)=O)CC1)C (5'S,7a'R)-1-[3-(dimethylamino)-benzene-1-carbonyl]-5'-(3-fluorophenyl)-tetrahydro-3'H-spiro-[piperidine-4,2'-pyrrolo[2,1-b][1,3]-oxazol]-3'-one